zinc indolebutyrate N1C(=CC2=CC=CC=C12)CCCC(=O)[O-].[Zn+2].N1C(=CC2=CC=CC=C12)CCCC(=O)[O-]